N-(3-methylphenyl)-3-(9-phenyl-9H-fluoren-9-yl)phenylamine CC=1C=C(C=CC1)NC1=CC(=CC=C1)C1(C2=CC=CC=C2C=2C=CC=CC12)C1=CC=CC=C1